C(C1=CC=CC=C1)OC(C=CC1=CC=C(CC2N(CCN(CCN(CCN(C2)CC(=O)[O-])CC(=O)[O-])CC(=O)[O-])CC(=O)[O-])C=C1)=O 2,2',2'',2'''-(2-(4-(3-(benzyloxy)-3-oxoprop-1-en-1-yl)benzyl)-1,4,7,10-tetraazacyclododecane-1,4,7,10-tetrayl)tetraacetate